Cl.N1=CN=CC1=O imidazol-5-one hydrochloride